4-(2-amino-3-hydroxy-phenyl)piperidine-1-carboxylic acid tert-butyl ester C(C)(C)(C)OC(=O)N1CCC(CC1)C1=C(C(=CC=C1)O)N